2-((((benzyloxy)carbonyl)amino)(4,4-difluorocyclohexyl)methyl)-benzo[d]oxazole-5-carboxylic acid C(C1=CC=CC=C1)OC(=O)NC(C=1OC2=C(N1)C=C(C=C2)C(=O)O)C2CCC(CC2)(F)F